3-((2-(cyclooctylamino)-3,5,6-trifluoro-4-sulfamoylphenyl)sulfonyl)propanoic acid C1(CCCCCCC1)NC1=C(C(=C(C(=C1F)S(N)(=O)=O)F)F)S(=O)(=O)CCC(=O)O